ClC1=CC=C(C=C1)[C@@]1(N(C(C2=CC(=CC(=C12)F)C(C)(C=1C=NN(C1)C)O)=O)CC1=CC=C(C=N1)C#N)O[C@@H]1CC(CC1)=O 6-{[(1R)-1-(4-chlorophenyl)-7-fluoro-5-[1-hydroxy-1-(1-methyl-1H-pyrazol-4-yl)ethyl]-3-oxo-1-[(3S)-oxocyclopent-3-yloxy]-2,3-dihydro-1H-isoindol-2-yl]Methyl}pyridine-3-carbonitrile